Bisisopropyl peroxydicarbonate C(=O)(OC(C)C)OOC(=O)OC(C)C